N,N-dimethylethylcyclohexylAmmonium hydroxide [OH-].C[N+](C)(C1CCCCC1)CC